(1-((5-nitro-1-p-toluenesulfonyl-1H-pyrrolo[2,3-b]pyridin-4-yl) amino) piperidin-4-yl) methylmethanesulfonate CCS(=O)(=O)OC1CCN(CC1)NC1=C2C(=NC=C1[N+](=O)[O-])N(C=C2)S(=O)(=O)C2=CC=C(C)C=C2